COC(=O)C=1C=CC2=C(N(C(=N2)CN2CCC(CC2)C2=NC(=CC=C2)OCC2=CC(=C(C=C2)C(C)=O)OC)CC2OCC2)C1 2-((4-(6-((4-acetyl-3-methoxybenzyl)oxy)pyridin-2-yl)piperidin-1-yl)methyl)-1-(oxaCyclobutan-2-ylmethyl)-1H-benzo[d]imidazole-6-carboxylic acid methyl ester